((5-(Difluoromethyl)-1H-pyrazol-3-yl)methyl)-1-(2-methoxypyrimidin-5-yl)-3-(3,4,5-trifluorophenyl)urea FC(C1=CC(=NN1)CN(C(=O)NC1=CC(=C(C(=C1)F)F)F)C=1C=NC(=NC1)OC)F